NC1=C(C(=NN1[C@@H]1C[C@H](CC1)F)C1=CC=C(C=C1)CNC(C1=C(C=CC=C1)OC)=O)C(=O)N |o1:6,8| 5-Amino-1-[(1S*,3S*)-3-fluorocyclopentyl]-3-[4-[[(2-methoxybenzoyl)amino]methyl]phenyl]pyrazole-4-carboxamide